nonylphenyl-sodium sulfate S(=O)(=O)(O)O.C(CCCCCCCC)C1=C(C=CC=C1)[Na]